Methylglycine ethyl ester C(C)OC(CNC)=O